C(C)OC(=O)C=1C=NN(C1)C1=NC=C(C=C1Cl)[N+](=O)[O-] (3-chloro-5-nitropyridin-2-yl)-1H-pyrazole-4-carboxylic acid ethyl ester